(1R)-1-{(1R)-2-[4,6-bis(trifluoromethyl)-1,3,5-triazin-2-yl]-6-chloro-2,3,4,9-tetrahydro-1H-pyrido[3,4-b]indol-1-yl}-2-methylpropan-1-ol FC(C1=NC(=NC(=N1)C(F)(F)F)N1[C@H](C=2NC3=CC=C(C=C3C2CC1)Cl)[C@@H](C(C)C)O)(F)F